quinoline-6-carboxylic acid 2-(4-methoxyphenyl)-2-oxoethyl ester COC1=CC=C(C=C1)C(COC(=O)C=1C=C2C=CC=NC2=CC1)=O